BrC1=C(C=C(C(=O)N2CC=3N(CC2)C(N(C3C(=O)NCC3=CNC(C=C3)=O)C3=CC=C(C=C3)OC)=O)C=C1)Cl 7-(4-bromo-3-chloro-benzoyl)-2-(4-methoxyphenyl)-3-oxo-N-[(6-oxo-1H-pyridin-3-yl)methyl]-6,8-dihydro-5H-imidazo[1,5-a]pyrazine-1-carboxamide